C(C)NC(CN1N=C(C=CC1=O)C=1C=NC(=NC1)NC12CC(C1)(C2)F)=O N-ethyl-2-(3-(2-((3-fluorobicyclo[1.1.1]pentan-1-yl)amino)pyrimidin-5-yl)-6-oxopyridazin-1(6H)-yl)acetamide